Cl.F[C@@H]1CNC[C@@H]1F (3r,4s)-3,4-difluoropyrrolidine hydrochloride